C(C=C)(=O)OCCOC(CCCCCCCCCCCCCC)C 2-[(1-methylpentadecyl)oxy]ethyl acrylate